5-vinyl-1,3-thiazole-4-carboxylic acid C(=C)C1=C(N=CS1)C(=O)O